5-chloro-4-(4-ethyl-8-fluoro-3-(2-hydroxypropan-2-yl)cinnolin-6-yl)pyrimidin ClC=1C(=NC=NC1)C=1C=C2C(=C(N=NC2=C(C1)F)C(C)(C)O)CC